3-(8-cyanoquinolin-5-yl)-N-{[(3S)-4-methylmorpholin-3-yl]methyl}-5-(trifluoromethyl)-3-azabicyclo[3.1.0]hexane-1-carboxamide C(#N)C=1C=CC(=C2C=CC=NC12)N1CC2(CC2(C1)C(F)(F)F)C(=O)NC[C@@H]1N(CCOC1)C